C(C)(C)(C)C1CCC(CC1)CC(=O)O.C(C)(=O)OC1CCC(CC1)C(C)(C)C p-tert-butylcyclohexyl acetate (p-tert.butyl cyclohexyl acetate)